2-((cis-4-((5-(3-(2,2-Difluoroethyl)-2-methyl-3H-imidazo[4,5-b]pyridin-5-yl)-4-(methylamino)pyrrolo[2,1-f][1,2,4]triazin-2-yl)amino)cyclohexyl)oxy)ethan-1-ol FC(CN1C(=NC=2C1=NC(=CC2)C=2C=CN1N=C(N=C(C12)NC)N[C@H]1CC[C@H](CC1)OCCO)C)F